CN1N=NN=C1NC(C1=C(N=C(C=C1)NCCC)C(F)(F)F)=O N-(1-methyl-1H-tetrazol-5-yl)-6-(propylamino)-2-(trifluoromethyl)nicotinamide